(N,N-diethylamino)aniline tert-butyl-4-[7-benzyloxy-3-(4-fluorophenyl)-2-tetrahydropyran-4-yl-indol-1-yl]benzoate C(C)(C)(C)OC(C1=CC=C(C=C1)N1C(=C(C2=CC=CC(=C12)OCC1=CC=CC=C1)C1=CC=C(C=C1)F)C1CCOCC1)=O.C(C)N(CC)NC1=CC=CC=C1